2-(4-((3-fluoro-4-(methylsulfonyl)benzyl)oxy)-3-(methylsulfonyl)benzyl)isoindoline FC=1C=C(COC2=C(C=C(CN3CC4=CC=CC=C4C3)C=C2)S(=O)(=O)C)C=CC1S(=O)(=O)C